C(#N)C1=C(C=C(C=N1)C(=O)NCCCC1=CC=CC=C1)C1=CC(=CC(=C1)F)F 6-cyano-5-(3,5-difluorophenyl)-N-(3-phenylpropyl)pyridine-3-carboxamide